C(C)(C)(C)C1CC(CCN1)OC(C1=CC=CC=C1)=O 6-tert-butyl-4-piperidyl-benzoate